trimethyl-indium (Iii) C[In](C)C